ethyl 2-(4-(4-(N,N-bis(4-methoxybenzyl)sulfamoyl)-3-fluorobenzyl)-3-(3-bromo-4-fluorophenyl)-5-(cyclopropylmethyl)-1H-pyrazol-1-yl)thiazole-4-carboxylate COC1=CC=C(CN(S(=O)(=O)C2=C(C=C(CC=3C(=NN(C3CC3CC3)C=3SC=C(N3)C(=O)OCC)C3=CC(=C(C=C3)F)Br)C=C2)F)CC2=CC=C(C=C2)OC)C=C1